CC1=C(N=C2N(C1=O)C=CC=C2C(C)NC2=C(C(=O)O)C=CC=C2)N2CCCCC2 2-((1-(3-methyl-4-oxo-2-(piperidin-1-yl)-4H-pyrido[1,2-a]pyrimidin-9-yl)ethyl)amino)benzoic acid